FC1(CC(C1)N1C(=NC2=NC=C(C=C21)C=2C=CN1N=C(N=CC12)NC1CC2(CN(C2)C)C1)C)F 5-(1-(3,3-difluorocyclobutyl)-2-methyl-1H-imidazo[4,5-b]pyridin-6-yl)-N-(2-methyl-2-azaspiro[3.3]heptan-6-yl)pyrrolo[2,1-f][1,2,4]triazin-2-amine